C1CC12CCN(CC2)C2=C(C(=O)NC1=CC=CC3=CC(=CC=C13)OC)C=CC(=C2)NS(=O)(=O)CCO 2-{6-Azaspiro[2.5]oct-6-yl}-4-(2-hydroxyethanesulfonylamino)-N-(6-methoxynaphthalen-1-yl)benzamide